C1(CCC1)C(=O)N1CCN(CC1)C(CCC=1NC(C2=C(C=CC(=C2C1)C)F)=O)=O 3-(3-(4-(cyclobutanecarbonyl)piperazin-1-yl)-3-oxopropyl)-8-fluoro-5-methylisoquinolin-1(2H)-one